COC(C1=CC(=CC(=C1)OC)/C(/N)=N/O)=O.COC=1C=C(C=CC1OC)C=1NC2=CC=C(C=C2C1CC)C1CCN(CC1)C(=O)C1CCNCC1 (4-(2-(3,4-dimethoxyphenyl)-3-ethyl-1H-indol-5-yl)piperidin-1-yl)(piperidin-4-yl)methanone methyl-(Z)-3-(N'-hydroxycarbamimidoyl)-5-methoxybenzoate